diethyl 5,5'-carbonylbis(1,3-dioxo-2,3-dihydro-1h-indene-2-carboxylate) C(=O)(C=1C=C2C(C(C(C2=CC1)=O)C(=O)OCC)=O)C=1C=C2C(C(C(C2=CC1)=O)C(=O)OCC)=O